4-((4-((2-Isopropyl-4-phenylthiazol-5-yl)oxy)pyridin-2-yl)amino)-N-methylbenzamide C(C)(C)C=1SC(=C(N1)C1=CC=CC=C1)OC1=CC(=NC=C1)NC1=CC=C(C(=O)NC)C=C1